3-((3-(N,N-DiBocamino)propyl)oxy)aniline C(=O)(OC(C)(C)C)N(C(=O)OC(C)(C)C)CCCOC=1C=C(N)C=CC1